(2r,3r,4s,5r)-2-[2-chloro-6-(3-phenyl-1-piperidinyl)purin-9-yl]-5-(hydroxymethyl)tetrahydrofuran-3,4-diol ClC1=NC(=C2N=CN(C2=N1)[C@@H]1O[C@@H]([C@H]([C@H]1O)O)CO)N1CC(CCC1)C1=CC=CC=C1